BrC=1SC=C(N1)C(=O)Cl 2-bromothiazole-4-carboxylic acid chloride